C(C=C)(=O)OC(C)CC(C)C 4-methyl-2-pentyl acrylate